5-[[4-(difluoromethyl)-6,7-difluoro-1H-indol-5-yl]oxy]-2-fluoro-benzamidine FC(C1=C2C=CNC2=C(C(=C1OC=1C=CC(=C(C(=N)N)C1)F)F)F)F